CN1C2=C(C3=CC=CC=C13)C=NC=1N2N=C(C1SC1=CC=CC=C1)C(=O)[O-] 10-methyl-3-(phenylthio)-10H-pyrazolo[5',1':2,3]pyrimido[4,5-b]indole-2-carboxylate